7-(3-(6-fluoropyridin-3-yl)-7,8-dihydro-1,6-naphthyridin-6(5H)-yl)-2,8-dimethyl-4H-pyrimido[1,2-b]pyridazin-4-one FC1=CC=C(C=N1)C=1C=NC=2CCN(CC2C1)C=1C(=CC=2N(N1)C(C=C(N2)C)=O)C